(4-(benzo[c][1,2,5]thiadiazol-5-yl)-5-(6-methylpyridin-2-yl)-1H-imidazol-2-yl)methanol N=1SN=C2C1C=CC(=C2)C=2N=C(NC2C2=NC(=CC=C2)C)CO